2-(8-amino-6-fluoro-5-methyl-1-oxo-1,2,3,4-tetrahydronaphthalen-2-yl)isoindoline-1,3-dione NC=1C=C(C(=C2CCC(C(C12)=O)N1C(C2=CC=CC=C2C1=O)=O)C)F